(2S,4R)-1-((S)-2-(5-bromo-1-oxoisoindolin-2-yl)-3-methylbutanoyl)-4-hydroxy-N-(4-(4-methylthiazol-5-yl)benzyl)pyrrolidine-2-carboxamide BrC=1C=C2CN(C(C2=CC1)=O)[C@H](C(=O)N1[C@@H](C[C@H](C1)O)C(=O)NCC1=CC=C(C=C1)C1=C(N=CS1)C)C(C)C